1-(4-methoxybenzyl)azepan-3-one COC1=CC=C(CN2CC(CCCC2)=O)C=C1